C(C)N(C(=O)C=1C=C(C=CC1)NC(=O)C=1[N+](=C(NC1C)C=1C=C(C(=CC1)OC)C1=C(C=CC=C1C)C)[O-])C 4-((3-(ethyl(methyl)carbamoyl)phenyl)carbamoyl)-2-(6-methoxy-2',6'-dimethyl-[1,1'-biphenyl]-3-yl)-5-methyl-1H-imidazole 3-oxide